N(=C(/C)\N1N(C(C(C1)C1=CC=CC=C1)C=1C=NC(=CC1)C(F)(F)F)S(=O)(=O)C1=CC=C(C=C1)C(F)(F)F)/[H] (E)-N-(1-iminoethyl)-4-phenyl-N'-((4-(trifluoromethyl)phenyl)sulfonyl)-3-(6-(trifluoromethyl)Pyridin-3-yl)-4,5-dihydro-1H-pyrazole